(S)-N-(2-(2,4-difluorobenzyl)butyl)-6-oxo-1,6-dihydropyrazine-2-carboxamide FC1=C(C[C@@H](CNC(=O)C=2NC(C=NC2)=O)CC)C=CC(=C1)F